8,8'-((2-((1s,2s)-2-hydroxycyclohexyl)ethyl)azanediyl)bis(N,N-didecyloctanamide) O[C@@H]1[C@@H](CCCC1)CCN(CCCCCCCC(=O)N(CCCCCCCCCC)CCCCCCCCCC)CCCCCCCC(=O)N(CCCCCCCCCC)CCCCCCCCCC